FC1=C(C=C(C(=C1)C)C1=NC=C(C=N1)F)NC(=O)N1[C@@H]2C[C@@H](C[C@]1(C2)C=2OC(=NN2)C)C (1S,3S,5R)-N-[2-fluoro-5-(5-fluoropyrimidin-2-yl)-4-methylphenyl]-3-methyl-1-(5-methyl-1,3,4-oxadiazol-2-yl)-6-azabicyclo[3.1.1]heptane-6-carboxamide